CC1(O[C@@H]2[C@H](O1)[C@H](CC2=O)C2=CC(=CC=C2)OC(F)(F)F)C (3aR,6R,6aR)-2,2-dimethyl-6-[3-(trifluoromethoxy)phenyl]-tetrahydrocyclopenta[d][1,3]dioxol-4-one